NC(C)C1=NC(=NN1C1=CC=C(C=N1)C#N)C(F)F 6-[5-(1-aminoethyl)-3-(difluoromethyl)-1,2,4-triazol-1-yl]Pyridine-3-carbonitrile